O[C@@H]1[C@@H](COC1)N1C=NC2=C(C1=O)C=C(N=C2C=2C=NC=CC2)C2=NC=C(C=C2)C(F)(F)F 3-((3R,4R)-4-hydroxytetrahydrofuran-3-yl)-8-(pyridin-3-yl)-6-(5-(trifluoromethyl)pyridin-2-yl)pyrido[3,4-d]pyrimidin-4(3H)-one